bromo-5-chloro-4-ethyl-2-(prop-2-en-1-yloxy)benzene BrC1=C(C=C(C(=C1)Cl)CC)OCC=C